FC1=C(C=CC(=C1)F)S(=O)(=O)NC=1C(=NC=C(C1)C=1C=NC=CC1C1=CN=NC=C1)OC 2,4-difluoro-N-{2-(methoxy)-5-[4-(4-pyridazinyl)-3-pyridinyl]-3-pyridinyl}benzenesulfonamide